NCCOC1=C(C=CC(=C1)OC)C=1C=C2C(=CC=NC2=CC1)C(=O)NCC(=O)N1[C@@H](CC(C1)(F)F)C#N (S)-6-(2-(2-aminoethoxy)-4-methoxyphenyl)-N-(2-(2-cyano-4,4-difluoropyrrolidin-1-yl)-2-oxoethyl)quinoline-4-carboxamide